ClC1=NC=C(C(=O)OCC)C(=C1)NC1=C2N(CC=3N(C2=CC=C1)N=C(N3)C)C ethyl 6-chloro-4-((2,5-dimethyl-4,5-dihydro-[1,2,4]triazolo[1,5-a]quinoxalin-6-yl)amino)nicotinate